C1(=C(C(=CC(=C1)C)C)C(C(=O)OC(C(C(CC)OC(C1=CC=CC=C1)=O)C)CC)=O)C 4-methyl-3,5-heptanediol benzoate mesitylglyoxylate